N-((R)-3-methoxy-1-oxo-1-(((R)-3-phenoxy-1-(4,4,5,5-tetramethyl-1,3,2-dioxaborolan-2-yl)propyl)amino)propan-2-yl)-6-methylnicotinamide COC[C@H](C(N[C@@H](CCOC1=CC=CC=C1)B1OC(C(O1)(C)C)(C)C)=O)NC(C1=CN=C(C=C1)C)=O